C(C)(C)(C)C1N(CC12CC(C2)C(=O)C=2C=NC(=CC2)C(F)(F)F)C(=O)O.CN[C@@H](CC2=CC=CC=C2)C(=O)O N-methyl-phenylalanine tert-butyl-6-[6-(trifluoromethyl)pyridine-3-carbonyl]-2-azaspiro[3.3]heptane-2-carboxylate